trans-hyponitrite N([O-])=NO